4-(2-(3-(dimethylamino)propyl)-6-(3-tolyl)-2H-indazol-3-yl)-3,6-dihydropyridine-1(2H)-carboxylic acid tert-butyl ester C(C)(C)(C)OC(=O)N1CCC(=CC1)C=1N(N=C2C=C(C=CC12)C=1C=C(C=CC1)C)CCCN(C)C